N-(4-chloro-2,5-difluorophenyl)-6-methoxy-1H-pyrrolo[2,3-b]pyridine-3-sulfonamide ClC1=CC(=C(C=C1F)NS(=O)(=O)C1=CNC2=NC(=CC=C21)OC)F